NC=1C=C(C=C(C1)C(F)F)C(C)NC1=NC(=NC2=C3C(=C(C=C12)N1CC2(COC2)C1)OC(C3)(C)C)C N-(1-(3-amino-5-(difluoromethyl)phenyl)ethyl)-2,8,8-trimethyl-6-(2-oxa-6-azaspiro[3.3]heptan-6-yl)-8,9-dihydrofuro[2,3-h]quinazolin-4-amine